N1(CCCC1)C(=O)N1CCCC1 1-(pyrrolidin-1-carbonyl)pyrrolidin